ClC1=C(C=CC=C1)[C@@H]([C@@H](C)C=1N(C(C(=C(N1)C(=O)NC=1C=NOC1)O)=O)C)C1=C(C=CC=C1)C#N 2-((1S,2R)-1-(2-chlorophenyl)-1-(2-cyanophenyl)propan-2-yl)-5-hydroxy-N-(isoxazol-4-yl)-1-methyl-6-oxo-1,6-dihydropyrimidine-4-carboxamide